FC1=C(C=C(C=C1)F)C1=CC(=CC=C1)C[C@@H]1N(CC([C@@H]1NS(=O)(=O)CC)(F)F)C(=O)[C@@H]1OCCC1 N-{(2S,3R)-2-[(2',5'-difluoro[1,1'-biphenyl]-3-yl)methyl]-4,4-difluoro-1-[(2R)-oxolane-2-carbonyl]pyrrolidin-3-yl}ethanesulfonamide